FC=1C=C2NC=CC2=C2CCC(NCCCC(C3=CN=C(C=4C(=CC=C(OC12)C4)F)N3)C=3C=C(C=CC3)CCC(=O)O)=O 3-[3-(21,27-Difluoro-11-oxo-23-oxa-3,10,18,29-tetrazapentacyclo[22.3.1.12,5.014,22.015,19]nonacosa-1(28),2,4,14,16,19,21,24,26-nonaen-6-yl)phenyl]propanoic acid